O[C@H]1[C@@H](CCC1)N1C(C2=CC(=C(C=C2C1)C)CC1=CC=C(C=C1)C=1N=NN(C1)C)=O (trans-2-hydroxycyclopentyl)-5-methyl-6-(4-(1-methyl-1H-1,2,3-triazol-4-yl)benzyl)isoindolin-1-one